N=S(=O)(C)C1=CC=C(C=C1)OC Imino(4-methoxyphenyl)(methyl)-lambda6-sulfanone